CNC1CC(C1)OC=1C=2N(C=C(N1)C=1C=NN(C1)C)N=CC2 (1r,3r)-N-methyl-3-((6-(1-methyl-1H-pyrazol-4-yl)pyrazolo[1,5-a]pyrazin-4-yl)oxy)cyclobutan-1-amine